(R)-5-methyl-4-(piperazin-1-yl)-5,6-dihydro-7H-cyclopenta[d]Pyrimidin-7-one C[C@@H]1CC(C=2N=CN=C(C21)N2CCNCC2)=O